CN(C)CC1CN(CCC1(O)C=1C=C(C(=O)N)C=CC1)CCC1=CSC=C1 anti-3-[3-[(dimethylamino)methyl]-4-hydroxy-1-[2-(thiophen-3-yl)ethyl]piperidin-4-yl]benzamide